COC(=O)N1[C@H](CCC2=C(C(=CC=C12)Br)O)C.C(C)OS(=O)(=O)[O-].C[NH2+]CC methylethyl-ammonium ethyl-sulfate Methyl-(S)-6-bromo-5-hydroxy-2-methyl-3,4-dihydroquinoline-1(2H)-carboxylate